2-[4-(bis(carboxymethyl)amino)-3-[2-[2-(bis(carboxymethyl)amino)-5-methylphenoxy]ethoxy]phenyl]-1H-indole-6-carboxylic acid C(=O)(O)CN(C1=C(C=C(C=C1)C=1NC2=CC(=CC=C2C1)C(=O)O)OCCOC1=C(C=CC(=C1)C)N(CC(=O)O)CC(=O)O)CC(=O)O